3-amino-2'-fluoro-3'-methoxybiphenyl-2-carbonitrile NC1=C(C(=CC=C1)C1=C(C(=CC=C1)OC)F)C#N